tert-butyl (3R)-2-benzyl-3-(hydroxymethyl)-1-(4-morpholinophenyl)-1,2,3,4-tetrahydro-9H-pyrido[3,4-b]indole-9-carboxylate C(C1=CC=CC=C1)N1C(C=2N(C3=CC=CC=C3C2C[C@@H]1CO)C(=O)OC(C)(C)C)C1=CC=C(C=C1)N1CCOCC1